C(C1=CC=CC=C1)N1C(C(C(=C1C1=CC=CC=C1)CCC)(C[Se]CC1=CC=CC=C1)C)=O 1-Benzyl-3-methyl-5-phenyl-3-((benzylseleno)methyl)-4-propyl-1H-pyrrol-2(3H)-one